2,4-bis(acryloyloxy-1-butoxy)thioxanthone C(C=C)(=O)OCCCCOC1=CC=2C(C3=CC=CC=C3SC2C(=C1)OCCCCOC(C=C)=O)=O